FC1=C(C(=CC2=C1C[C@@H](CS2)NC(OC(C)(C)C)=O)O)N2S(NC(C2)=O)(=O)=O tert-butyl [(3S)-5-fluoro-7-hydroxy-6-(1,1,4-trioxo-1λ6,2,5-thiadiazolidin-2-yl)-3,4-dihydro-2H-1-benzothiopyran-3-yl]carbamate